C(C)(C)[C@H]1C[C@H]2[C@H](CC([C@H]2[C@H](CC1)C)=O)C (3S,3aS,5R,8S,8aS)-5-Isopropyl-3,8-dimethyloctahydroazulen-1(2H)-on